NCC1=CC=C(C=C1)C=1C=NN2C1N=C(C=C2)NCCOCC(C)(C)C 3-(4-(aminomethyl)phenyl)-N-(2-(neopentyloxy)ethyl)pyrazolo[1,5-a]pyrimidin-5-amine